CC1=CC=C(C=C1)S(=O)(=O)OCCCC\C=C/CC=CCC=CCC=CCC=CCC (Z)-1-(4-methylbenzenesulfonyloxy)-5,8,11,14,17-eicosapentaene